FC(OC1=CC=C(C=C1)N1C=2N(CC(C1)CNC(C=C)=O)N=CC2)F N-((4-(4-(difluoromethoxy)phenyl)-4,5,6,7-tetrahydropyrazolo[1,5-a]pyrimidin-6-yl)methyl)acrylamide